Tert-Butyl N-[(3S,4S)-1-(6-amino-5,6,7,8-tetrahydroquinazolin-2-yl)-4-(propan-2-yloxy)pyrrolidin-3-yl]carbamate NC1CC=2C=NC(=NC2CC1)N1C[C@@H]([C@H](C1)OC(C)C)NC(OC(C)(C)C)=O